NCCOCCOCC(=O)O 2-[2-(2-amino-ethoxy)-ethoxy]acetic acid